2-chloro-N-(3-cyano-1H-indol-5-yl)isonicotinamide ClC=1C=C(C(=O)NC=2C=C3C(=CNC3=CC2)C#N)C=CN1